COC1=CC=CC=2NC(OC21)=S 7-methoxybenzo[d]oxazol-2(3H)-thione